C(CCCCCCCCCCCCCCCCCCCCC=C)(=O)O 22-Tricosenoic acid